1-(4-methoxybenzyl)-3-(o-tolyl)piperazine COC1=CC=C(CN2CC(NCC2)C2=C(C=CC=C2)C)C=C1